FC(C=1C(=NC=C(C1)B(O)O)NS(=O)(=O)C)(F)F N-[3-(trifluoromethyl)-5-(dihydroxyboranyl)pyridin-2-yl]methanesulfonamide